N[C@H](C(=O)O)CCP(=O)([O-])C.[Na+] sodium (2S)-2-amino-4-(methylphosphinato)butyric acid